C1[C@H]([C@@H]([C@H]([C@@H]([C@H]1N)O[C@@H]2[C@@H]([C@H]([C@@H]([C@H](O2)CO)O)O)N)O[C@H]3[C@@H]([C@@H]([C@H](O3)CO)O[C@@H]4[C@@H]([C@H]([C@@H]([C@@H](O4)CN)O)O)N)O)O)N.OS(=O)(=O)O The molecule is an aminoglycoside sulfate salt resulting from the treatment of paromomycin with sulfuric acid. A broad-spectrum antibiotic, it is used for the treatment of acute and chronic intestinal protozoal infections, but is not effective for extraintestinal protozoal infections. It is also used as a therapeutic against visceral leishmaniasis. It has a role as an antibacterial drug, an antiprotozoal drug, an anthelminthic drug and an antiparasitic agent. It derives from a paromomycin.